1-Pentyl-2-propylpyrrolium acetat C(C)(=O)[O-].C(CCCC)[NH+]1C(=CC=C1)CCC